5-(5-amino-1-(1-(but-2-ynyl)piperidin-3-yl)imidazo[1,5-c]pyrimidin-3-yl)-N-(4-cyclopropylpyridin-2-yl)pyridinecarboxamide NC1=NC=CC=2N1C(=NC2C2CN(CCC2)CC#CC)C=2C=CC(=NC2)C(=O)NC2=NC=CC(=C2)C2CC2